[Si](C)(C)(C(C)(C)C)OC1CCC(CC1)C1=CC=C(C=N1)NC(=O)NC1=CNC2=NC=C(C=C21)F 1-(6-[4-[(tert-butyldimethylsilyl)oxy]cyclohexyl]pyridin-3-yl)-3-[5-fluoro-1H-pyrrolo[2,3-b]pyridin-3-yl]urea